C1(CCC1)C1=C(C(=CC(=C1)N1CC2=CC=C(C=C2CC1)F)C)NC(CC(C)(C)C)=O N-[2-cyclobutyl-4-(6-fluoro-3,4-dihydro-1H-isoquinolin-2-yl)-6-methyl-phenyl]-3,3-dimethyl-Butanamide